(benzofuran-5-yl)isoindoline O1C=CC2=C1C=CC(=C2)C2NCC1=CC=CC=C21